6-(tert-butyl)-12-(difluoromethoxy)-9-methoxy-7-oxo-5,6,7,10-tetrahydroquinolino[7,8-f]quinoline-8-carboxylic acid C(C)(C)(C)C1C=2C(C(=C(NC2C=2C(=C3C=CC=NC3=C(C2)OC(F)F)C1)OC)C(=O)O)=O